N1C=C(C2=CC=CC=C12)NC(=O)N1CC2=CC=C(C=C2CC1)N1CCN(CC1)CCC(F)(F)F N-(1H-indol-3-yl)-6-(4-(3,3,3-trifluoropropyl)piperazin-1-yl)-3,4-dihydroisoquinoline-2(1H)-Carboxamide